4-(difluoro((2-formylphenyl)sulfonyl)methyl)-N-(pyridazin-4-yl)piperidine-1-carboxamide FC(C1CCN(CC1)C(=O)NC1=CN=NC=C1)(S(=O)(=O)C1=C(C=CC=C1)C=O)F